4-(3-{imidazo[1,2-a]pyridin-2-yl}-2,5-dihydro-1H-pyrrole-1-carbonyl)-1H-indazole N=1C(=CN2C1C=CC=C2)C=2CN(CC2)C(=O)C2=C1C=NNC1=CC=C2